C1(CC1)N1N=C(C(=C1)O)C1OCCCC1 1-cyclopropyl-3-(tetrahydro-2H-pyran-2-yl)-1H-pyrazol-4-ol